C(CC(C(=O)N)CCCCCCCCCCCCCC(C)C)C(C(=O)N)CCCCCCCCCCCCCC(C)C ethylenebisisostearic acid amide